2,3-dimethoxy-α-methylstyrene COC1=C(C(=C)C)C=CC=C1OC